OC1(CCC(CC1)NC1=NN2C(C(=N1)OC)=C(C=C2)C=2C=CC=1N(C2)C(=CN1)C(=O)N)C 6-(2-(((1r,4r)-4-hydroxy-4-methylcyclohexyl)amino)-4-methoxypyrrolo[2,1-f][1,2,4]triazin-5-yl)imidazo[1,2-a]pyridine-3-carboxamide